M-nitrobenzene [N+](=O)([O-])C=1C=CC=CC1